(5-amino-2-methylpyridin-3-yl)-2-(2-methoxypyridin-3-yl)pyrazolo[5,1-b]thiazole-7-carboxamide NC=1C=C(C(=NC1)C)C=1N2C(SC1C=1C(=NC=CC1)OC)=C(C=N2)C(=O)N